COC=1C(=NC=C(C1)C=1C=NC=NC1)NC(=O)C=1C(=NOC1C)C1=CC=CC=C1 (3-methoxy-5-pyrimidin-5-yl-2-pyridinyl)-5-methyl-3-phenyl-isoxazole-4-carboxamide